3-chloro-5-(3-(dimethylamino)acryloyl)-1-ethyl-6-(2,4,6-trifluorophenyl)pyridin-2(1H)-one ClC=1C(N(C(=C(C1)C(C=CN(C)C)=O)C1=C(C=C(C=C1F)F)F)CC)=O